NC1=CC=C(OC(=C(C)C)OC2=CC=C(C=C2)N)C=C1 2-bis(4-aminophenoxy)methylenepropane